CC(CCCCCCCCCCCC(CCNCC(=O)O)OCCCCCCCCCCCC(C)C)C N-(15-methyl-3-(12-methyltridecyloxy)-hexadecyl)-glycine